OC1=C(OCCCC(C(C)OCCCC)C=2N=C(NC2)C)C=CC=C1 1-(2-hydroxy-phenoxypropyl)-2-butoxypropyl-2-methylimidazole